SC(CC(=O)OCCN1C(N(C(N(C1=O)CCOC(CC(C)S)=O)=O)CCOC(CC(C)S)=O)=O)C 1,3,5-tris(2-(3-Sulfanylbutanoyloxy)ethyl)-1,3,5-triazinane-2,4,6-trione